tert-butyl 3-(4-(methoxycarbonyl)-3-methylphenyl)piperazine-1-carboxylate COC(=O)C1=C(C=C(C=C1)C1CN(CCN1)C(=O)OC(C)(C)C)C